4-(4-Chlorophenyl)-4-hydroxy-N,N-dimethyl-α,α-diphenyl-1-piperidinebutanamide hydrochloride Cl.ClC1=CC=C(C=C1)C1(CCN(CC1)CCC(C(=O)N(C)C)(C1=CC=CC=C1)C1=CC=CC=C1)O